COC1=C(C=NC=C1)C1=CC2=C(C(=N1)C)C=NN2C2=NC(=CC(=C2)N2[C@@H]([C@H](C2)CS(=O)(=O)C)C)N2CCC(CC2)C 6-(4-methoxypyridin-3-yl)-4-methyl-1-(4-((2R,3S)-2-methyl-3-((methylsulfonyl)methyl)azetidin-1-yl)-6-(4-methylpiperidin-1-yl)pyridin-2-yl)-1H-pyrazolo[4,3-c]pyridine